racemic-1-(5-bromo-2-pyrimidin-2-yl-1,2,4-triazol-3-yl)ethanamine BrC=1N=C(N(N1)C1=NC=CC=N1)[C@@H](C)N |r|